(S)-ethyl 8-(2-amino-6-((R)-1-(5-((E)-but-1-en-1-yl)-2-(3-methyl-1H-pyrazol-1-yl)phenyl)-2,2,2-trifluoroethoxy)pyrimidin-4-yl)-2,8-diazaspiro[4.5]decane-3-carboxylate NC1=NC(=CC(=N1)N1CCC2(C[C@H](NC2)C(=O)OCC)CC1)O[C@@H](C(F)(F)F)C1=C(C=CC(=C1)\C=C\CC)N1N=C(C=C1)C